5-hydroxy-2-(4-hydroxyphenyl)-N-methyl-1-phenyl-4-(piperidin-1-ylmethyl)-1H-indole-3-carboxamide OC=1C(=C2C(=C(N(C2=CC1)C1=CC=CC=C1)C1=CC=C(C=C1)O)C(=O)NC)CN1CCCCC1